2-(biphenyl-4-yl)-6-{4-(4'-cyano-biphenyl-4-yl)-naphthalen-1-yl}-4-phenyl-benzoxazole C1(=CC=C(C=C1)C=1OC2=C(N1)C(=CC(=C2)C2=CC=C(C1=CC=CC=C21)C2=CC=C(C=C2)C2=CC=C(C=C2)C#N)C2=CC=CC=C2)C2=CC=CC=C2